N=1N=CN(C1)NC1=NC=C(C(=N1)N[C@H]1C[C@H]([C@@H](CC1)C)O)C(=O)N 2-((4H-1,2,4-triazol-4-yl)amino)-4-(((1R,3R,4R)-3-hydroxy-4-methylcyclohexyl)amino)pyrimidine-5-carboxamide